CC(C)(CC(=C)C)O 2,4-dimethyl-4-penten-2-ol